CC=1C(=NC=C(C1)N)C Dimethyl-5-aminopyridine